C(#N)C=1C=CC(=NC1)C1CCN(CC1)C(=O)C=1C=CC(=C(C1)NC(=O)NC1COCC1)C 1-(5-(4-(5-cyanopyridin-2-yl)piperidine-1-carbonyl)-2-methylphenyl)-3-(tetrahydrofuran-3-yl)urea